(R)-5-(bicyclo[1.1.1]pentan-1-yl)-8-hydroxy-3-(2-methoxyethyl)-2-methyl-7-(methylthio)-2,3,4,5-tetrahydrobenzo[f][1,2,5]thiadiazepine 1,1-dioxide C12(CC(C1)C2)N2C[C@H](N(S(C1=C2C=C(C(=C1)O)SC)(=O)=O)C)CCOC